C(C)C=1C(=C2C(C(=NN(C2=CC1)C1=CC=C(C=C1)OC(F)(F)F)C(=O)O)=O)S(=O)CC ethyl-5-ethylsulfinyl-4-oxo-1-[4-(trifluoromethoxy)phenyl]cinnoline-3-carboxylic acid